4-{(S)-2-[(S)-2-(tert-Butoxycarbonylamino)-3-methylbutyrylamino]-2-(4-ethylthiazol-2-yl)ethyl}phenylaminosulfonic acid C(C)(C)(C)OC(=O)N[C@H](C(=O)N[C@@H](CC1=CC=C(C=C1)NS(=O)(=O)O)C=1SC=C(N1)CC)C(C)C